Methyl 2-(3-bromophenyl)-3-hydroxy-2-(hydroxymethyl)propionate BrC=1C=C(C=CC1)C(C(=O)OC)(CO)CO